NC1=CC2=CN(N=C2C=C1C1=CC(=NC=C1)N)CCOCC(=O)N 2-(2-(5-amino-6-(2-aminopyridin-4-yl)-2H-indazol-2-yl)ethoxy)acetamide